S(N)(=O)(=O)CCOCCOCC(=O)OC(C)(C)C tert-butyl 2-[2-(2-sulfamoylethoxy)ethoxy]acetate